C(C)(C)N1C2=NC(=NC(=C2N=C1)NCC1=CC=C(C=C1)C1=NC=CC=C1)NC1CCC(CC1)NC(OC(C)(C)C)=O tert-butyl N-[4-[[9-isopropyl-6-[[4-(2-pyridyl)phenyl]methylamino]purin-2-yl]amino]cyclohexyl]carbamate